6-(4-((2s,6R)-4-acryloyl-6-((S)-1-hydroxyethyl)morpholin-2-yl)-6-chloropyridin-2-yl)-N-methylpyrimidine-4-carboxamide C(C=C)(=O)N1C[C@@H](O[C@H](C1)[C@H](C)O)C1=CC(=NC(=C1)Cl)C1=CC(=NC=N1)C(=O)NC